NN1C(C=C(C(=C1)C)NC(=O)OC(C)(C)C)C#C[Si](C)(C)C 1-Amino-4-[tert-butyloxycarbonylamino]-5-methyl-2-[2-(trimethylsilyl)ethynyl]pyridine